FC1(CNCC1)CN1C=CC2=NC(=C(C=C21)C2=CC=C(C#N)C=C2)N2CCOCC2 4-[1-[(3-fluoropyrrolidin-3-yl)methyl]-5-morpholin-4-ylpyrrolo[3,2-b]pyridin-6-yl]benzonitrile